[4-[6-(trifluoromethoxy)-3-pyridinyl]phenyl]methanol FC(OC1=CC=C(C=N1)C1=CC=C(C=C1)CO)(F)F